2,5,8,11,14,17,20,23,26,29,32,35,38,41-tetradecathiatritetracontan-43-oic acid CSCCSCCSCCSCCSCCSCCSCCSCCSCCSCCSCCSCCSCCSCC(=O)O